ClC=1C(=NC(=NC1)N[C@H]1[C@@H](COCC1)O)C1=C(C(=NS1)C1CCN(CC1)C(=O)OC(C)(C)C)C tert-butyl 4-(5-(5-chloro-2-(((3S,4R)-3-hydroxytetrahydro-2H-pyran-4-yl)amino)pyrimidin-4-yl)-4-methylisothiazol-3-yl)piperidine-1-carboxylate